C(C=C)(=O)OC1=C(C=CC=C1)C=O formylphenyl acrylate